COC=1C(=C2C=CN(C2=C(C1)C)S(=O)(=O)C1=CC=C(C)C=C1)CN1[C@@H](CN(CC1)CC(C(F)F)(F)F)C1=CC=C(C(=O)OC)C=C1 methyl (R)-4-(1-((5-methoxy-7-methyl-1-tosyl-1H-indol-4-yl)methyl)-4-(2,2,3,3-tetrafluoropropyl)piperazin-2-yl)benzoate